P(=O)(O)(O)O.C(C(=C)C)(=O)OCCO (2-hydroxyethyl) methacrylate phosphate